ClC1=CC=C(C(=N1)C(=O)O)NC(C)C=1C=C(C=C2C(N(C(=NC12)N1CCC(CC1)(F)F)C)=O)C 6-chloro-3-((1-(2-(4,4-difluoropiperidin-1-yl)-3,6-dimethyl-4-oxo-3,4-dihydroquinazolin-8-yl)ethyl)amino)picolinic acid